Behenic acid monobenzyl ester C(C1=CC=CC=C1)OC(CCCCCCCCCCCCCCCCCCCCC)=O